1-benzopyran-2-ethanol O1C(C=CC2=C1C=CC=C2)CCO